[Si](C)(C)(C(C)(C)C)OC[C@H]1[C@@H](O1)C(=O)OCC ethyl (2R,3S)-3-(((tert-butyldimethylsilyl)oxy)methyl)oxirane-2-carboxylate